(3R,5R)-7-amino-N-(3-(1-(3,5-dichlorophenyl)-3-(3,3-dimethylmorpholine-4-carbonyl)-7-methoxy-1,4-dihydrochromeno[4,3-c]pyrazol-8-yl)phenyl)-3,5-dihydroxyheptanamide NCC[C@H](C[C@H](CC(=O)NC1=CC(=CC=C1)C1=CC2=C(C=C1OC)OCC1=C2N(N=C1C(=O)N1C(COCC1)(C)C)C1=CC(=CC(=C1)Cl)Cl)O)O